BrC1=CC(=CC=C1)C(COC)(F)F bromo-3-(1,1-difluoro-2-methoxyethyl)benzene